(R)-5-(2-(1H-indol-3-yl)ethyl)-6-(piperidin-4-ylmethyl)-5,6,7,8-tetrahydro-[1,3]dioxolo[4,5-g]isoquinoline N1C=C(C2=CC=CC=C12)CC[C@H]1N(CCC=2C=C3C(=CC12)OCO3)CC3CCNCC3